OC1CCCC12CCN(CC2)C2=CC1=C(CC(O1)(C)C)C=C2NC(=O)C=2C=NN1C2N=CC=C1 N-[6-(4-hydroxy-8-azaspiro[4.5]decan-8-yl)-2,2-dimethyl-3H-benzofuran-5-yl]pyrazolo[1,5-a]pyrimidine-3-carboxamide